methoxy(Methyl)-1-methylquinoline COC=1C(N(C2=CC=CC=C2C1)C)C